C(C)(=O)N1CCN(CC1)CC=1C=C(C=CC1)NC=1C=CC(=NC1OC)C1=CC=CC2=C1OC(CO2)CNC(=O)C2CCOCC2 Tetrahydro-pyran-4-carboxylic acid (8-{5-[3-(4-acetyl-piperazin-1-ylmethyl)-phenylamino]-6-methoxy-pyridin-2-yl}-2,3-dihydro-benzo[1,4]dioxin-2-ylmethyl)-amide